C[C@H]1N(CCOC1)C=1C2=C(N=C(N1)C1=C3C(=NC=C1)NC=C3)C(=CS2)CN2CC(C2)O (R)-1-((4-(3-methylmorpholinyl)-2-(1H-pyrrolo[2,3-b]pyridin-4-yl)thieno[3,2-d]pyrimidin-7-yl)methyl)azetidin-3-ol